C1(CCCCC1)(NC(=O)OC)NC(=O)[O-] methyl cyclohexanedicarbamate